CS(=O)(=O)C1=C(C(=O)N)C=CC=C1 2-(methylsulfonyl)benzamide